C1(CCCCC1)CN1N=CC(=C1C)C=1C(=NC=CC1)C(=O)O 3-(1-(cyclohexylmethyl)-5-methyl-1H-pyrazol-4-yl)picolinic acid